COC1=CC=C(C=C1)/C=C/C(=O)OC The molecule is an alkyl cinnamate obtained by the formal condensation of carboy group of 4-methoxycinnamic acid with methanol. It is a monomethoxybenzene and an alkyl cinnamate.